FC=1C=C(OC2=CC=C(C(=O)N)C=C2)C=CC1 4-(3-fluorophenoxy)benzamide